N1=CC=CC2=CC(=CC=C12)CC1=NN=C2N1N=C(C=C2)C2=CC=C1C(CCOC1=C2)=O 7-(3-(quinolin-6-ylmethyl)-[1,2,4]triazolo[4,3-b]pyridazin-6-yl)chroman-4-one